CN(CCOC1=C(C=CC(=C1F)F)[C@H]1[C@@H](O[C@]([C@H]1C)(C(F)(F)F)C)C(=O)NC1=CC(=NC=C1)C(=O)N)C 4-((2R,3S,4S,5R)-3-(2-(2-(dimethylamino)ethoxy)-3,4-difluorophenyl)-4,5-dimethyl-5-(trifluoromethyl)tetrahydrofuran-2-carboxamido)picolinamide